(3-(5,7-difluoro-2-(4-fluorophenyl)-1H-indol-3-yl)cyclobutyl)-methylamine FC=1C=C2C(=C(NC2=C(C1)F)C1=CC=C(C=C1)F)C1CC(C1)NC